6-fluoro-3-methylbenzo[d]isoxazole FC1=CC2=C(C(=NO2)C)C=C1